FC(N1N=CC(=C1)C1=C2C(=NC=C1)N(N=C2C2CN(C2)C(=O)OC(C)(C)C)C2=CC=C(C=C2)OC(F)(F)F)F tert-butyl 3-[4-[1-(difluoromethyl)pyrazol-4-yl]-1-[4-(trifluoromethoxy)phenyl]pyrazolo[3,4-b]pyridin-3-yl]azetidine-1-carboxylate